1-[6-[(4R)-3,3-difluoro-4-piperidinyl]-1-methyl-indazol-3-yl]hexahydropyrimidine-2,4-dione hydrochloride Cl.FC1(CNCC[C@@H]1C1=CC=C2C(=NN(C2=C1)C)N1C(NC(CC1)=O)=O)F